(R)-tert-butyl (1-oxopropan-2-yl)carbamate O=C[C@@H](C)NC(OC(C)(C)C)=O